[Si](C1=CC=CC=C1)(C1=CC=CC=C1)(C(C)(C)C)OC[C@@H]1[C@H]([C@H]([C@](O1)(C#N)C1=CC=C2C(=NC=NN21)NC(OCCCCC)=O)O)O pentyl (7-((2R,3R,4S,5R)-5-(((tert-butyldiphenylsilyl)oxy)methyl)-2-cyano-3,4-dihydroxytetrahydrofuran-2-yl)pyrrolo[2,1-f][1,2,4]triazin-4-yl)carbamate